5-(2,8-dimethylimidazo[1,2-b]pyridazin-6-yl)-2-(4-piperidyl)-6H-pyrazolo[3,4-c]pyridin-7-one CC=1N=C2N(N=C(C=C2C)C2=CC=3C(C(N2)=O)=NN(C3)C3CCNCC3)C1